C(CC)S(=O)(=O)Cl n-propanesulfonyl chloride